2-((6-methoxypyridin-3-yl)methyl)-6-(2-(2,2,2-trifluoroethoxy)pyrimidin-5-yl)pyridazine-3(2H)-one COC1=CC=C(C=N1)CN1N=C(C=CC1=O)C=1C=NC(=NC1)OCC(F)(F)F